2-oxoimidazolidine-4-carboxamide O=C1NCC(N1)C(=O)N